N1[C@H]2[C@@H](CC1)COC2 |r| cis-rac-(3aR,6aS)-hexahydro-1H-furo[3,4-b]pyrrole